3-Amino-6-cyclopropyl-4-(1H-pyrazolo[3,4-b]pyridin-4-yl)-1H-1,7-phenanthrolin-2-one NC=1C(NC2=C3C=CC=NC3=C(C=C2C1C1=C2C(=NC=C1)NN=C2)C2CC2)=O